CN1N=C2C=CC(=CC2=C1)C=1SC=2C(=NC=C(C2)C=2CCNCC2)N1 2-(2-methyl-2H-indazol-5-yl)-6-(1,2,3,6-tetrahydropyridin-4-yl)[1,3]thiazolo[4,5-b]pyridine